4-(3,4-difluorophenyl)-1H-1,2,3-triazol FC=1C=C(C=CC1F)C=1N=NNC1